C(C)(C)C1=CC=C(C=C1)C(C)O 1-(4-Isopropylphenyl)ethanol